(E)-4-oxo-4-phenylbut-2-en-2-yl (((9H-fluoren-9-yl)methoxy)carbonyl)-L-alanyl-L-phenylalaninate C1=CC=CC=2C3=CC=CC=C3C(C12)COC(=O)N[C@@H](C)C(=O)N[C@@H](CC1=CC=CC=C1)C(=O)O\C(\C)=C\C(C1=CC=CC=C1)=O